6,6'-[{9-hydroxy-1,5-bis-(methoxycarbonyl)-2,4-bis(pyridin-2-yl)-3,7-diazabicyclo[3.3.1]nonan-3,7-diyl}bis(methylene)]dipicolinic acid OC1C2(C(N(C(C1(CN(C2)CC2=CC=CC(=N2)C(=O)O)C(=O)OC)C2=NC=CC=C2)CC2=CC=CC(=N2)C(=O)O)C2=NC=CC=C2)C(=O)OC